C1(CC1)C1=NC=C(C(=N1)NC1CC(C1)OC)C(=O)O 2-cyclopropyl-4-[3-(trans-methoxy)cyclobutyl]amino-pyrimidine-5-carboxylic acid